C(C)(C)(C)OC(NCCCC(=O)NC(C(=O)N[C@@H](C(=O)N1CCC2(CC1)CN(C1=CC=CC=C12)S(=O)(=O)C)COCC1=CC=CC=C1)(C)C)=O (R)-(4-((1-((3-(Benzyloxy)-1-(1-(methylsulfonyl)spiro[indol-3,4'-piperidin]-1'-yl)-1-oxopropan-2-yl)amino)-2-methyl-1-oxopropan-2-yl)amino)-4-oxobutyl)carbamic acid tert-butyl ester